[N+](=O)([O-])C1=CC=C(NC(C)=O)C=C1 4'-nitroacetanilide